N,N-dimethyl-3-(4-(4,4,5,5-tetramethyl-1,3,2-dioxaborolan-2-yl)-1H-pyrazol-1-yl)propan-1-amine CN(CCCN1N=CC(=C1)B1OC(C(O1)(C)C)(C)C)C